FC1(OC2=C(O1)C=CC(=C2)[C@H](C)OC2=NC=CC(=C2)N2N=C(C=1CCC[C@@H](C21)SC2=CC=C(C(=O)O)C=C2)C(F)(F)F)F 4-(((S)-1-(2-((S)-1-(2,2-difluorobenzo[d][1,3]dioxol-5-yl)ethoxy)pyridine-4-yl)-3-(trifluoromethyl)-4,5,6,7-tetrahydro-1H-indazol-7-yl)thio)benzoic acid